P(=O)(OCCCC)(OC(C)(C)C)OCC(F)(F)F n-butyl t-butyl 2,2,2-trifluoroethyl phosphate